(4-((6-amino-2-ethoxy-8-hydroxy-9H-purin-9-yl)methyl)-3-methoxybenzyl)-L-phenylalanine NC1=C2N=C(N(C2=NC(=N1)OCC)CC1=C(C=C(CN[C@@H](CC2=CC=CC=C2)C(=O)O)C=C1)OC)O